2,4,6-trimethoxy-amphetamine COC1=C(CC(N)C)C(=CC(=C1)OC)OC